(S)-5-(2-(1-(2-hydroxy-2-methylpropyl)-1H-pyrazol-4-yl)-4-(3-phenylmorpholino)quinazolin-6-yl)-1-methylpyridin-2(1H)-one OC(CN1N=CC(=C1)C1=NC2=CC=C(C=C2C(=N1)N1[C@H](COCC1)C1=CC=CC=C1)C=1C=CC(N(C1)C)=O)(C)C